NC/C(/CN1N=C2N(C=CC(=C2)C2=CC3=C(COC(N3)=O)C=C2)C1=O)=C\F 7-[2-[(2E)-2-(aminomethyl)-3-fluoroprop-2-en-1-yl]-3-oxo-2,3-dihydro[1,2,4]triazolo[4,3-a]pyridin-7-yl]-1,4-dihydro-2H-3,1-benzoxazin-2-one